CN[C@@H](CC(C)C)C(=O)O (L)-N-methylleucine